1-(3-(2-methyl-4-(4-(trifluoromethyl)phenyl)but-3-en-2-yl)pyrrolidin-1-yl)propan-2-en-1-one CC(C)(C=CC1=CC=C(C=C1)C(F)(F)F)C1CN(CC1)C(C=C)=O